C(=O)=C1NCC2CN(CCC21)CCN2C(=NC=C2[N+](=O)[O-])C 1-carbonyl-5-(2-(2-methyl-5-nitro-1H-imidazol-1-yl)ethyl)octahydro-1H-pyrrolo[3,4-c]pyridine